ethyl 3-((tetrahydro-2H-pyran-2-yl)oxy)propanoate O1C(CCCC1)OCCC(=O)OCC